CN(C)CC1CCCO1 tetrahydrofurfuryl-N,N-dimethylamine